NCC1=CN=NC=C1 4-aminomethyl-pyridazine